N=1C=CN2C1C=C(C=C2)OCC21CC(C2)(C1)CN (3-((imidazo[1,2-a]pyridin-7-yloxy)methyl)bicyclo[1.1.1]pentan-1-yl)methanamine